6-((1S,2S)-2-(5-cyanopyrimidin-2-yl)cyclobutyl)-4-oxo-1-((R)-1-(6-(trifluoromethyl)pyridin-3-yl)ethyl)-4,5-dihydro-1H-pyrazolo[3,4-d]pyrimidine-3-carbonitrile C(#N)C=1C=NC(=NC1)[C@@H]1[C@H](CC1)C=1NC(C2=C(N1)N(N=C2C#N)[C@H](C)C=2C=NC(=CC2)C(F)(F)F)=O